OC(CNC(CC=1C=C(C=CC1)CC(=O)N)C)C1=CC(=C(C=C1)O)CO 2-(3-{2-[2-hydroxy-2-(4-hydroxy-3-hydroxymethyl-phenyl)-ethylamino]-propyl}-phenyl)-acetamide